ethyl 8-((4-(4-chloro-phenoxy)-3,5-difluorophenyl)sulfonyl)-3-((2-morpholinoethyl)sulfonyl)-3,8-diazabicyclo[3.2.1]octane-1-carboxylate ClC1=CC=C(OC2=C(C=C(C=C2F)S(=O)(=O)N2C3(CN(CC2CC3)S(=O)(=O)CCN3CCOCC3)C(=O)OCC)F)C=C1